3-(2-(3-Methoxyphenyl)-propan-2-yl)aniline COC=1C=C(C=CC1)C(C)(C)C=1C=C(N)C=CC1